5-((2-aminophenyl)amino)-4-methylpyridinecarboxylic acid methyl ester COC(=O)C1=NC=C(C(=C1)C)NC1=C(C=CC=C1)N